C(C)(C)C=1C=C(C(=C(C1)C(C(=O)O)N1C[C@@H](CC1)N(CCCCCC1=NC=2NCCCC2C=C1)C)OC)C(F)(F)F 2-(5-isopropyl-2-methoxy-3-(trifluoromethyl)phenyl)-2-((R)-3-(methyl(5-(5,6,7,8-tetrahydro-1,8-naphthyridin-2-yl)pentyl)amino)pyrrolidin-1-yl)acetic acid